C(CCN)CCO[C@@H]1[C@@H]([C@H]([C@H]([C@H](O1)CO)O[C@@H]2[C@@H]([C@H]([C@@H]([C@H](O2)CO)O[C@H]3[C@@H]([C@H]([C@@H]([C@H](O3)CO)O[C@H]4[C@@H]([C@H]([C@@H]([C@H](O4)C(=O)O)O)O)O)O)O)O)O)O)O The molecule is an alpha-D-galactoside that is the 5-aminopentyl glycoside of a tetrasaccharide consisting of beta-D-glucuronosyl, beta-D-glucosyl, alpha-D-glucosyl and alpha-D-galactosyl residues linked sequentially (1->4). It is an alpha-D-galactoside and a tetrasaccharide derivative.